BrC=1C=C(C=CC1)C(C(=O)NC1=NN(C(=C1)C1CC1)C(=O)OC(C)(C)C)C(C)C tert-butyl 3-(2-(3-bromophenyl)-3-methylbutanamido)-5-cyclopropyl-1H-pyrazole-1-carboxylate